Dimethyl 2-(2-(trifluoromethyl)phenoxy)fumarate FC(C1=C(O/C(/C(=O)OC)=C\C(=O)OC)C=CC=C1)(F)F